ON=C(N)C1=CC2=C(NC(N2C)=O)C=C1 N'-hydroxy-3-methyl-2-oxo-1H-benzimidazole-5-carboxamidine